NC1=CC(=C2C(N(CCCCC[C@@](C3=NN=C(C1=N2)O3)(C(F)(F)F)O)CC3=CC=C(C=C3)F)=O)C(F)(F)F (6R)-17-amino-12-[(4-fluorophenyl)methyl]-6-hydroxy-6,15-bis(trifluoromethyl)-19-oxa-3,4,12,18-tetrazatricyclo[12.3.1.12,5]nonadeca-1(18),2,4,14,16-pentaen-13-one